pentafluoroacetamide compound with 4-methoxyphenylphenol COC1=CC=C(C=C1)C1=C(C=CC=C1)O.FN(C(C(F)(F)F)=O)F